2-fluoro-6-(Pyrimidin-2-yl)benzoic acid methyl ester COC(C1=C(C=CC=C1C1=NC=CC=N1)F)=O